[1,3]oxazine-3-carboxamide O1CN(CC=C1)C(=O)N